C[C@@H](C(=O)OC(C)C)N[P@](=O)(OC[C@@H]1[C@H]([C@@]([C@@H](O1)N2C=CC(=O)NC2=O)(C)F)O)OC3=CC=CC=C3 The molecule is a nucleotide conjugate that is used in combination with ledipasvir (under the trade name Harvoni) for the treatment of chronic hepatitis C genotype 1 infection. It has a role as a prodrug, an antiviral drug and a hepatitis C protease inhibitor. It is a L-alanyl ester, a phosphoramidate ester, a nucleotide conjugate, an organofluorine compound and an isopropyl ester. It derives from a uridine 5'-monophosphate.